[Ni].[Cu].[Ag].[Sn] tin silver copper nickel